FC1=CC=2C(=C3N(C2C=C1)CCOCC3)C(=O)NC3CC1COCC(C3)N1C(=O)OC(C)(C)C tert-butyl 7-{9-fluoro-1H,2H,4H,5H-[1,4]oxazepino[4,5-a]indole-11-amido}-3-oxa-9-azabicyclo[3.3.1]nonane-9-carboxylate